1,2,3,10-decanetetrol C(C(C(CCCCCCCO)O)O)O